N1C=C(C2=CC=CC=C12)NC(=O)N1CCN(CC1)C1=CC=C(C=C1)OC N-(1H-indol-3-yl)-4-(4-methoxyphenyl)piperazine-1-carboxamide